cyclopent-1-ene-1-carboxylic acid methyl ester COC(=O)C1=CCCC1